C[C@@H]1CN(C[C@@H](O1)C)CC1=CC(=C2CN(C(C2=C1)=O)C=1C=C(C=CC1)C1(CC(C1)C#N)CC1=NN=CN1C)C(F)(F)F (1R,3R)-3-(3-(6-(((2R,6S)-2,6-dimethylmorpholinyl)methyl)-1-oxo-4-(trifluoromethyl)isoindolin-2-yl)phenyl)-3-((4-methyl-4H-1,2,4-triazol-3-yl)methyl)cyclobutane-1-carbonitrile